C(=O)(OC(C)C)[C@H](O)[C@@H](O)C(=O)OC(C)C diisopropyl l-(+)-tartrate